(S)-(5-(3-methoxy-3-oxo-2-(tritylamino)propyl)quinolin-8-yl)boronic acid COC([C@H](CC1=C2C=CC=NC2=C(C=C1)B(O)O)NC(C1=CC=CC=C1)(C1=CC=CC=C1)C1=CC=CC=C1)=O